6-chloro-8-methoxyquinoline-3-carbonitrile ClC=1C=C2C=C(C=NC2=C(C1)OC)C#N